3,3'-diamino-4,4'-diacetylaminobiphenyl NC=1C=C(C=CC1NC(C)=O)C1=CC(=C(C=C1)NC(C)=O)N